NC1=NC2=C(N1C[C@@H](CCCOC1=C(C=NN1C)C1=NC(=CC(=C1)C(=O)OC)C)C)C=C(C=C2)N2C(CN(CC2)C(=O)OC(C)(C)C)=O tert-butyl (R)-4-(2-amino-1-(5-((4-(4-(methoxycarbonyl)-6-methylpyridin-2-yl)-1-methyl-1H-pyrazol-5-yl)oxy)-2-methylpentyl)-1H-benzo[d]imidazol-6-yl)-3-oxopiperazine-1-carboxylate